CC1=C(C=2C(=CN=C(C2)OCC2=C(N=CS2)C)O1)C(=O)N 2-methyl-5-[(4-methyl-1,3-thiazol-5-yl)methoxy]furo[2,3-c]pyridine-3-carboxamide